8-(2-fluoro-6-(2H-1,2,3-triazol-2-yl)benzoyl)-5-oxa-2,8-diazaspiro[3.5]nonane-2-carboxylate FC1=C(C(=O)N2CCOC3(CN(C3)C(=O)[O-])C2)C(=CC=C1)N1N=CC=N1